C(C=C)(=O)N1[C@H]([C@@H](OCC1)C1=CC(=NC(=C1)Cl)C1=CC(=NC=N1)C(=O)NC)COC trans-6-(4-(4-acryloyl-3-(methoxymethyl)morpholin-2-yl)-6-chloropyridin-2-yl)-N-methylpyrimidine-4-carboxamide